[2H]C(CCO)(N1N=C(C=2C1=NC(=NC2)Cl)Cl)[2H] 3,3-dideuterio-3-(3,6-dichloropyrazolo[3,4-d]pyrimidin-1-yl)propan-1-ol